2-fluoro-1,3-dimethoxypropane FC(COC)COC